C(CC)N(S(=O)(=O)C1=CC=C(C=C1)S(=O)(=O)N1C[C@@H](CCC1)C(=O)OCC)CCC Ethyl (R)-1-((4-(N,N-dipropylsulfamoyl)phenyl)sulfonyl)piperidine-3-carboxylate